ClC=1C=C(C=CC1OC(F)(F)F)C1=CC=NC=2N1N=C(C2)C(=O)NC2=CC=C(C=C2)OCC 7-(3-chloro-4-(trifluoromethoxy)phenyl)-N-(4-ethoxyphenyl)pyrazolo[1,5-a]pyrimidine-2-carboxamide